1-Methyl-2-(6-trifluoromethyl-benzothiazol-2-ylamino)-1H-benzoimidazole-5-carboxylic acid [2-(2-methoxy-ethoxy)-ethyl]-amide COCCOCCNC(=O)C1=CC2=C(N(C(=N2)NC=2SC3=C(N2)C=CC(=C3)C(F)(F)F)C)C=C1